N1C[C@@H](CC1)C1=NC=2C(=NC=CC2C2CCN(CC2)C(=O)C2=CC=C(C=C2)OC(F)(F)F)N1 |r| (rac)-[4-(2-pyrrolidin-3-yl-3H-imidazo[4,5-b]pyridin-7-yl)-1-piperidyl]-[4-(trifluoromethoxy)phenyl]methanone